5-[3-(m-difluoromethoxyphenyl)-1-pyrazolyl]-3-[2-(2H3)methoxyethyl]-7-morpholino-3H-1,3,4-triazaindene FC(OC=1C=C(C=CC1)C1=NN(C=C1)C=1N=C2N(C=NC2=C(C1)N1CCOCC1)CCOC([2H])([2H])[2H])F